FC1=C(C(=CC(=C1)C1CCNCC1)O)N1CC(NS1(=O)=O)=O 5-[2-fluoro-6-hydroxy-4-(4-piperidyl)phenyl]-1,1-dioxo-1,2,5-thiadiazolidin-3-one